N,N'-di-[2-(p-chlorobenzenesulfonyloxy)phenyl]urea ClC1=CC=C(C=C1)S(=O)(=O)OC1=C(C=CC=C1)NC(=O)NC1=C(C=CC=C1)OS(=O)(=O)C1=CC=C(C=C1)Cl